FC1=C(C#N)C=C(C=C1)OC=1C2=C(N=CN1)C(CC2)O 2-fluoro-5-((7-hydroxy-6,7-dihydro-5H-cyclopenta[d]pyrimidin-4-yl)oxy)benzonitrile